(E)-4-chloro-5-((cyclopropylmethyl)amino)-6-(2-ethoxyvinyl)-2-(2-methyl-2H-indazol-5-yl)pyridazin-3(2H)-one ClC=1C(N(N=C(C1NCC1CC1)\C=C\OCC)C1=CC2=CN(N=C2C=C1)C)=O